ClC=1N=C(C2=C(N1)N(C=C2)[C@@H]2C[C@@H]([C@H]1OC(O[C@H]12)(C)C)C=1C=NN(C1)C)N 2-chloro-7-((3aS,4R,6R,6aR)-2,2-dimethyl-6-(1-methyl-1H-pyrazol-4-yl)tetrahydro-4H-cyclopenta[d][1,3]dioxol-4-yl)-7H-pyrrolo[2,3-d]pyrimidin-4-amine